5-[(2R)-pentan-2-yl]-5-prop-2-enyl-barbiturate C[C@H](CCC)C1(C(NC(NC1=O)=O)=O)CC=C